C(CCC)C1=NC=2C(=C(N=NC2N)C2=CSC=C2)N1CC1=CC=C(C=C1)OC 2-butyl-1-(4-methoxybenzyl)-7-(thiophen-3-yl)-1H-imidazo[4,5-d]pyridazin-4-amine